[C@H]12CN(C[C@H](CC1)N2)C=2C1=C(N=C(N2)OC[C@H]2N(CCC2)CC)C(=C(N=C1C#C)C1=CC(=CC2=CC=C(C(=C12)C#C)F)O)F 4-(4-((1R,5S)-3,8-diazabicyclo[3.2.1]oct-3-yl)-2-(((S)-1-ethylpyrrolidin-2-yl)methoxy)-5-ethynyl-8-fluoro-pyrido[4,3-d]pyrimidin-7-yl)-5-ethynyl-6-fluoronaphthalen-2-ol